BrC=1C=C2C(=C(C=NC2=CC1)Cl)N1CC(C1)CO [1-(6-bromo-3-chloro-quinolin-4-yl)-azetidin-3-yl]Methanol